((4-(aminomethyl)phenyl)(imino)methyl)carbamic acid benzyl ester C(C1=CC=CC=C1)OC(NC(=N)C1=CC=C(C=C1)CN)=O